N-(4-((3-chloro-4-fluorophenyl)amino)-2-(naphthalen-2-yl)quinazolin-6-yl)-4-methylbenzamide ClC=1C=C(C=CC1F)NC1=NC(=NC2=CC=C(C=C12)NC(C1=CC=C(C=C1)C)=O)C1=CC2=CC=CC=C2C=C1